2-chloro-6-[(4-methoxyphenyl)methyl]-7-methyl-7H-pyrrolo[3,4-b]pyridin-5-one ClC1=CC=C2C(=N1)C(N(C2=O)CC2=CC=C(C=C2)OC)C